5-iodo-4-(2-isopropylphenyl)thiazol-2-amine IC1=C(N=C(S1)N)C1=C(C=CC=C1)C(C)C